N-[5-(4-isopropylpiperazin-1-yl)-2-pyridyl]-6-[5-(6-methyl-2-pyridyl)-1H-imidazol-4-yl]-1,5-naphthyridin-3-amine C(C)(C)N1CCN(CC1)C=1C=CC(=NC1)NC=1C=NC2=CC=C(N=C2C1)C=1N=CNC1C1=NC(=CC=C1)C